NCCC[Si](OC1CCCCCCCCCCCCCCCCC1)(OC1CCCCCCCCCCCCCCCCC1)OC1CCCCCCCCCCCCCCCCC1 3-aminopropyl-(tricyclooctadecyloxysilane)